3,9-bis[2-[3-(3-t-butyl-4-hydroxy-5-methylphenyl)propionyloxy]-1,1-dimethylethyl]-2,4,8,10-tetraoxa-spiro[5.5]undecane C(C)(C)(C)C=1C=C(C=C(C1O)C)CCC(=O)OCC(C)(C)C1OCC2(CO1)COC(OC2)C(COC(CCC2=CC(=C(C(=C2)C)O)C(C)(C)C)=O)(C)C